N1[C@@H](CCC1)C(=O)OC Methyl Prolinate